5-(4-((1R,5S)-3-azabicyclo[3.1.0]hex-1-yl)phenyl)-2-aminonicotinic acid methyl ester hydrochloride Cl.COC(C1=C(N=CC(=C1)C1=CC=C(C=C1)[C@@]12CNC[C@H]2C1)N)=O